ClC1=C2C=CC=NC2=C(C=C1)NCC=1OC=C(N1)C(=O)OC methyl 2-(((5-chloroquinolin-8-yl)amino)methyl)oxazole-4-carboxylate